CC1=C(C2=C(C(=NO2)NC2=NC(=NO2)C(Cl)(Cl)Cl)C=C1)C#CC1=NC=CC=C1 6-methyl-7-(pyridin-2-ylethynyl)-N-(3-(trichloromethyl)-1,2,4-oxadiazol-5-yl)benzo[d]isoxazol-3-amine